(R)-8-(2,4-dichlorophenyl)-9-(4-((1-(3-fluoropropyl)pyrrolidin-3-yl)oxy)phenyl)-6,7-dihydro-5H-benzo[7]annulene-3-carboxylic acid ClC1=C(C=CC(=C1)Cl)C=1CCCC2=C(C1C1=CC=C(C=C1)O[C@H]1CN(CC1)CCCF)C=CC(=C2)C(=O)O